2-(2,6-dioxopiperidin-3-yl)-4-(4-((4-fluoro-4-(pyridin-2-yl)piperidin-1-yl)methyl)benzylamino)isoindoline-1,3-dione O=C1NC(CCC1N1C(C2=CC=CC(=C2C1=O)NCC1=CC=C(C=C1)CN1CCC(CC1)(C1=NC=CC=C1)F)=O)=O